(4S)-3,3-difluoro-1-[4-({8-[3-(methanesulfonylmeth-yl)azetidin-1-yl]isoquinolin-3-yl}amino)pyrimidin-2-yl]-5,5-dimethylpiperidin-4-ol FC1(CN(CC([C@@H]1O)(C)C)C1=NC=CC(=N1)NC=1N=CC2=C(C=CC=C2C1)N1CC(C1)CS(=O)(=O)C)F